C(C1=CC=C(C(=O)OCC(CCCCC)CCC)C=C1)(=O)OCCCCCCC(C)C isononyl (2-propylheptyl) terephthalate